6-(4-chlorophenyl)-N-[3-(dimethylamino)-2-hydroxypropyl]-2-(3-fluorophenyl)-3-oxo-2,3-dihydropyridazine-4-carboxamide ClC1=CC=C(C=C1)C=1C=C(C(N(N1)C1=CC(=CC=C1)F)=O)C(=O)NCC(CN(C)C)O